methyl 2-(5-(difluoromethyl)pyrazin-2-yl)-2-methylpropanoate FC(C=1N=CC(=NC1)C(C(=O)OC)(C)C)F